C1(=CC=CC=C1)C=CC=CC=O 5-phenylpenta-2,4-dienal